BrC1=C(C=C(C(=C1)[N+](=O)[O-])OC)N1CCOCC1 4-(2-bromo-5-methoxy-4-nitrophenyl)morpholine